(S)-ethyl 2-(2-methoxy-5-(3-methylene-4-oxo-1-(3,4,5-trimethoxyphenyl)azetidin-2-yl)phenoxy)acetate COC1=C(OCC(=O)OCC)C=C(C=C1)[C@@H]1N(C(C1=C)=O)C1=CC(=C(C(=C1)OC)OC)OC